N1=CC(=CC=C1)C1=NC(=CC(=N1)O)NC1=NC=CC(=C1)OC(F)(F)F 2-(pyridin-3-yl)-6-((4-(trifluoromethoxy)pyridin-2-yl)amino)pyrimidin-4-ol